C(#N)C=1C=C2C(=CNC2=CC1)CCCN1CCN(CC1)C(=O)C=1C=C(C=CC1F)S(=O)(=O)N 3-[4-[3-(5-cyano-1H-indol-3-yl)propyl]piperazine-1-carbonyl]-4-fluorobenzenesulfonamide